CC=1C(=NC=CC1C#N)O[C@H]1CN([C@@H](CC1)C)C(=O)C1=C(C=CC=C1)OC(F)(F)F 3-methyl-2-{[(3R,6R)-6-methyl-1-{[2-(trifluoromethoxy)phenyl]carbonyl}piperidin-3-yl]oxy}pyridine-4-carbonitrile